ClC=1C=CC=2C(N(CCOC2N1)C[C@@H](CN1CC2=CC=CC=C2CC1)O)=O 8-chloro-4-[(2R)-3-(3,4-dihydro-1H-isoquinolin-2-yl)-2-hydroxy-propyl]-2,3-dihydropyrido[3,2-f][1,4]oxazepine-5-one